2-(3-Fluorobenzyl)-2H-indazole-6-carboxylic acid hydroxyamide ONC(=O)C=1C=CC2=CN(N=C2C1)CC1=CC(=CC=C1)F